[3-(trifluoromethyl)phenyl]carboxamide FC(C=1C=C(C=CC1)C(=O)N)(F)F